10-hydroxyoctadeca-6,12-dienoic acid OC(CCC=CCCCCC(=O)O)CC=CCCCCC